BrC1=CC=2N(C=C1)C=C(N2)C(C)(O)C2CCN(CC2)C(=O)OC(C)(C)C tert-butyl 4-(1-(7-bromoimidazo[1,2-a]pyridin-2-yl)-1-hydroxyethyl)piperidine-1-carboxylate